FC(C1=NN=C(O1)C1=CC(=C(CN(C(=S)N2CC3(CN(C3)C(=O)OC(C)(C)C)C2)C2=C(C=C(C=C2)F)F)C=C1)F)F tert-butyl 6-((4-(5-(difluoromethyl)-1,3,4-oxadiazol-2-yl)-2-fluorobenzyl) (2,4-difluorophenyl) thiocarbamoyl)-2,6-diazaspiro[3.3]heptane-2-carboxylate